ClC1=CC=C(C=C1)C1=C(C=CC2=CC=CC=C12)C1=CC=CC=2C3=CC=CC=C3NC12 (1-(4-chlorophenyl)naphthalen-2-yl)-9H-carbazole